N1N=CC2=C(C=CC=C12)C=1N=NN(C1)CC1=CC=C2C=C(NC2=C1)CNC1CC1 N-[(6-{[4-(1H-indazol-4-yl)-1H-1,2,3-triazol-1-yl]methyl}-1H-indol-2-yl)methyl]cyclopropanamine